(4-(tert-butyl)thiazol-2-yl)-2-(4-isobutylphenyl)propanamide C(C)(C)(C)C=1N=C(SC1)C(C(=O)N)(C)C1=CC=C(C=C1)CC(C)C